4-(4-amino-6-(4-methacrylamido-phenyl)-7-methyl-7H-pyrrolo[2,3-d]pyrimidin-5-yl)-N-(2-methoxy-2-methylpropyl)benzamide NC=1C2=C(N=CN1)N(C(=C2C2=CC=C(C(=O)NCC(C)(C)OC)C=C2)C2=CC=C(C=C2)NC(C(=C)C)=O)C